7-[4-(dimethylamino)phenyl]-N-(2,2,6,6-tetramethyl-4-piperidinyl)-1,6-naphthyridin-5-amine CN(C1=CC=C(C=C1)C=1N=C(C=2C=CC=NC2C1)NC1CC(NC(C1)(C)C)(C)C)C